ONC(C1=CC=C(C=C1)NC1=NC2=C(N1CCOC)C=CC(=C2)C2=CC=CC=C2)=O N-hydroxy-4-(1-(2-methoxyethyl)-5-phenyl-1H-benzo[d]imidazol-2-ylamino)benzamide